6,7-difluoro-1-hydroxy-2-methyl-3-(4-trifluoromethoxybenzyl)-4(1H)-quinolinone FC=1C=C2C(C(=C(N(C2=CC1F)O)C)CC1=CC=C(C=C1)OC(F)(F)F)=O